O=C1NC(CCC1C=1C=CC(=NC1)N1CCC(CC1)(O)CN1CCN(CC1)C1=NN=C(S1)C1=C(C=2NC=3C=C(C=CC3C2N=C1)C#N)NC(C)C)=O 3-(5-(4-((1-(5-(2,6-dioxopiperidin-3-yl)pyridin-2-yl)-4-hydroxypiperidin-4-yl)methyl)piperazin-1-yl)-1,3,4-thiadiazol-2-yl)-4-(isopropylamino)-5H-pyrido[3,2-b]indole-7-carbonitrile